FC(C1=CC=C(OC2=CC3=C(N=C(S3)NC(=O)C3C(C4C=CC3C4)C(=O)O)C=C2)C=C1)(F)F 3-[[6-[4-(trifluoromethyl)phenoxy]-1,3-benzothiazol-2-yl]carbamoyl]bicyclo[2.2.1]hept-5-ene-2-carboxylic acid